FC(C=1C=C(C=CC1)S(=O)(=O)N1CCC=2C1=CN=CC2C2=CC=C(C#N)C=C2)(F)F 4-(1-((3-[Trifluoromethyl]phenyl)sulfonyl)-2,3-dihydro-1H-pyrrolo[2,3-c]pyridin-4-yl)benzonitrile